3-bromo-2-((2-methoxyethoxy)methyl)-6-(trifluoromethyl)pyridine BrC=1C(=NC(=CC1)C(F)(F)F)COCCOC